P(=O)(O)(O)OCCO monoethylene glycol phosphate